C(C1=CC=CC=C1)NCC1=CC=CC=C1 DIBENZYLAMINE